N-((1-((2-(3,5-dichlorophenyl)-6-((6-(4-(2-hydroxyethyl)piperazin-1-yl)pyridin-3-yl)oxy)pyridin-4-yl)methyl)piperidin-4-yl)methyl)acetamide ClC=1C=C(C=C(C1)Cl)C1=NC(=CC(=C1)CN1CCC(CC1)CNC(C)=O)OC=1C=NC(=CC1)N1CCN(CC1)CCO